ClC1=CC=C(C=N1)CN1\C(\C=CC=C1)=N\C(C(F)(F)F)=O N-[(2E)-1-[(6-Chloropyridin-3-yl)methyl]Pyridin-2(1H)-ylidene]-2,2,2-trifluoroacetamide